N-octadecanoyl-sphingosine bromide [Br-].C(CCCCCCCCCCCCCCCCC)(=O)N[C@@H](CO)[C@H](O)\C=C\CCCCCCCCCCCCC